FC1(CN(CCC1C1=CC2=C(NC(N2C)=O)C=C1)C(=O)OC(C)(C)C)F Tert-butyl 3,3-difluoro-4-(3-methyl-2-oxo-1H-benzimidazol-5-yl)piperidine-1-carboxylate